Methyl 2-oxovalerate O=C(C(=O)OC)CCC